[Si](C)(C)(C(C)(C)C)O[C@@H](C/C=C/C(=O)N[C@@H](C(=O)OC)CC1=CC(=C(C=C1)OC)Cl)[C@@H](\C=C\C=1C=NN(C1)C)C methyl (R)-2-((2E,5S,6R,7E)-5-((tert-butyldimethylsilyl)oxy)-6-methyl-8-(1-methyl-1H-pyrazol-4-yl)octa-2,7-dienamido)-3-(3-chloro-4-methoxyphenyl)propanoate